BrC=1C=C2C=C(N=CC2=CC1)C(C)(C)O 2-(6-bromoisoquinolin-3-yl)propan-2-ol